2-(acetoxymethyl)-6-(2-amino-5-(hydroxymethyl)phenoxy)tetrahydro-2H-pyran-3,4,5-triyl triacetate C(C)(=O)OC1C(OC(C(C1OC(C)=O)OC(C)=O)OC1=C(C=CC(=C1)CO)N)COC(C)=O